CC(CO)(C)C1OCC2(CO1)COC(OC2)C(CO)(C)C 3,9-bis{1,1-dimethyl-2-hydroxyethyl}-2,4,8,10-tetraoxaspiro[5.5]undecane